[Si](C1=CC=CC=C1)(C1=CC=CC=C1)(C(C)(C)C)OCC[C@H]1CC[C@H](CC1)O (cis)-4-(2-((tert-butyldiphenylsilyl)oxy)ethyl)cyclohexan-1-ol